[Na+].C(CCCCCCC\C=C/CCCCCCCC)(=O)OC[C@@H](OC(CCCCCCC\C=C/CCCCCCCC)=O)COP(=O)(O)OC[C@H](N)C(=O)[O-] 1,2-dioleoyl-sn-glycero-3-phosphoserine sodium salt